BrCC1=CC(=CC=C1)\C=C\C1=CC=C(C=C1)C(F)(F)F (E)-1-(bromomethyl)-3-(4-(trifluoromethyl)styryl)benzene